(S)-4-amino-N-(1-cyano-2-(2-fluoro-4-(3-methyl-2-oxo-2,3-dihydrobenzo[d]oxazol-5-yl)phenyl)ethyl)tetrahydro-2H-pyran-4-carboxamide NC1(CCOCC1)C(=O)N[C@@H](CC1=C(C=C(C=C1)C=1C=CC2=C(N(C(O2)=O)C)C1)F)C#N